(S)-9-(2-Cyclopropylethyl)-4-ethyl-2-methyl-1-oxa-4,9-diazaspiro[5.5]undecan-3-on C1(CC1)CCN1CCC2(CN(C([C@@H](O2)C)=O)CC)CC1